1-(2-chlorobenzyl)-1H-tetrazol ClC1=C(CN2N=NN=C2)C=CC=C1